[NH4+].O[C@@H](C(=O)[O-])C(CO)(C)C (R)-2,4-dihydroxyl-3,3-dimethylbutyrate ammonium salt